CON(C(=O)C=1C=C2N=C(C=NC2=CC1)OC)C N,3-dimethoxy-N-methylquinoxaline-6-carboxamide